(-)-N-[(4-bromophenyl)carbamoyl]-D-isovaline BrC1=CC=C(C=C1)NC(=O)N[C@](C)(CC)C(=O)O